(Z)-5-bromo-1-(hydroxyimino)-1,3-dihydro-2H-inden-2-one BrC=1C=C2CC(\C(\C2=CC1)=N/O)=O